C1(=CC=CC=C1)C=1C=C(COC2=CC=C(C=O)C=C2)C=CC1 4-(3-phenylbenzyloxy)benzaldehyde